N1(CCC1)C1=C(C(=NC(=C1)NC1=NNC(=C1)C)C[C@@]1(C[C@H](N(CC1)CC1=C(C(=CC=C1)Cl)F)CC)C(=O)O)F (2R,4R)-4-((4-(azetidin-1-yl)-3-fluoro-6-((5-methyl-1H-pyrazol-3-yl)amino)pyridin-2-yl)methyl)-1-(3-chloro-2-fluorobenzyl)-2-ethylpiperidine-4-carboxylic acid